C(#N)C=1C=2CCCC2C(=C2CCCC12)NC(=O)N=[S@](=O)(N)C1=NC=CC(=C1)C(C)(C)O (R)-N'-((8-cyano-1,2,3,5,6,7-hexahydro-s-indacen-4-yl)carbamoyl)-4-(2-hydroxypropan-2-yl)pyridine-2-sulfonimidamide